ClC1=C(C(=CC=C1Cl)O)[C@@H]1C[C@H]2N(C(CN(C2)C([C@@H](CO)O)=O)=O)CC1 |o1:9,11,18| (8S,9aR)-rel-8-(2,3-dichloro-6-hydroxyphenyl)-2-[(2R)-2,3-dihydroxypropanoyl]-hexahydro-1H-pyrido[1,2-a]pyrazin-4-one